(-)-N-cis-4-hydroxytetrahydrofuran-3-yl-3-oxo-2-(pyridin-3-yl)-6-[4-(trifluoromethyl)phenyl]-2,3-dihydropyridazine-4-carboxamide OC1C(COC1)C1=C(C(N(N=C1C1=CC=C(C=C1)C(F)(F)F)C=1C=NC=CC1)=O)C(=O)N